C(CCCCC)(=O)OC(CN(CC(CCCCCC)OC(CCCCC)=O)CCCN(C)C)CCCCCC ((3-(dimethylamino)propyl)azanediyl)bis(octane-1,2-diyl) dihexanoate